(Z)-3-(5-(3,5-bis(trifluoromethyl)phenyl)-1H-1,2,4-triazol-3-yl)-1-(3,3-difluoroazetidin-1-yl)prop-2-en-1-one FC(C=1C=C(C=C(C1)C(F)(F)F)C1=NC(=NN1)\C=C/C(=O)N1CC(C1)(F)F)(F)F